2-amino-6-(4-fluorophenyl)-N-methyl-5-(4-methylquinazolin-6-yl)pyrimidine-4-carboxamide NC1=NC(=C(C(=N1)C(=O)NC)C=1C=C2C(=NC=NC2=CC1)C)C1=CC=C(C=C1)F